1-methyl-N-[[(1S,3R)-3-[[5-(6-oxopyridazin-1-yl)-2-pyridyl]amino]cyclopentyl]methyl]triazole-4-carboxamide CN1N=NC(=C1)C(=O)NC[C@@H]1C[C@@H](CC1)NC1=NC=C(C=C1)N1N=CC=CC1=O